NC=1NC(C2=C(N1)NC(=C2)CCSC2=CC=C(C(=O)O)C=C2)=O 4-[2-(2-amino-4-oxo-3,7-dihydropyrrolo[2,3-d]pyrimidin-6-yl)ethylsulfanyl]benzoic acid